C(OC(C(C)(F)F)(F)F)(OC)=O 1,1,2,2-tetrafluoropropyl methyl carbonate